(6-aminohexyl)propylamide NCCCCCC[N-]CCC